CNC=1NN=C2CCCCC12 N-methyl-4,5,6,7-tetrahydro-2H-indazol-3-amine